ClC1=C(C=C(OCC(=O)N[C@H]2CC[C@@H](N(C2)C(=O)OC(C)(C)C)C(NCCCOC(F)(F)F)=O)C=C1)F tert-butyl (2R,5S)-5-[2-(4-chloro-3-fluorophenoxy)acetamido]-2-{[3-(trifluoromethoxy)propyl]carbamoyl}piperidine-1-carboxylate